ClC=1C(=C(C=CC1)C1=CC(N(C=C1OC)[C@H](C(=O)NC1=CC(=C(C(=O)N)C=C1)F)CC)=O)N1N=NC(=C1)C(F)(F)F 4-({(2S)-2-[4-{Chloro-2-[4-(trifluoromethyl)-1H-1,2,3-triazol-1-yl]phenyl}-5-methoxy-2-oxopyridin-1(2H)-yl]butanoyl}-amino)-2-fluorobenzamide